C(C)N(C=1C=C2OC3=C(CCCC3=CC2=CC1)C=O)CC 6-diethylamino-2,3-dihydro-1H-xanthene-4-carbaldehyde